bis(2-ethylhexyl)-phenyl phosphate P(=O)(OC1=C(C(=CC=C1)CC(CCCC)CC)CC(CCCC)CC)([O-])[O-]